CC1=C(C(=O)P(OCC)(OCC)=O)C(=CC(=C1)C)C diethyl 2,4,6-trimethylbenzoylphosphonate